ON1[C@@H]2CC[C@H](N(C1=O)C2)C(NC(=O)C=2N=C(SC2)C(F)(F)F)=N N-(((2S,5R)-6-hydroxy-7-oxo-1,6-diazabicyclo[3.2.1]octan-2-yl)(imino)methyl)-2-(trifluoromethyl)thiazole-4-carboxamide